5-chloro-N-(2-cyano-6-methoxyphenyl)-2-((4-(piperazin-1-yl)phenyl)amino)pyrimidine-4-carboxamide ClC=1C(=NC(=NC1)NC1=CC=C(C=C1)N1CCNCC1)C(=O)NC1=C(C=CC=C1OC)C#N